C1(CC(C(CC1)C(C)C)O)C racemic-(-)-menthol